(5''-chloro-3,3''-dimethyl-[2,2':5',2''-terthiophen]-5-yl)trimethylstannane ClC1=CC(=C(S1)C1=CC=C(S1)C=1SC(=CC1C)[Sn](C)(C)C)C